(S)-2-(cyanomethyl)-4-(6-(2-fluoro-6-hydroxyphenyl)-3-(((S)-1-methylpyrrolidin-2-yl)methoxy)pyrazolo[1,5-c]pyrimido[5,4-e]pyrimidin-1-yl)piperazine-1-carboxylic acid tert-butyl ester C(C)(C)(C)OC(=O)N1[C@H](CN(CC1)C1=NC(=NC2=C1C=1N(C(=N2)C2=C(C=CC=C2O)F)N=CC1)OC[C@H]1N(CCC1)C)CC#N